trans-2,8-dimethyl-2,3,4,4a,5,9b-hexahydro-1H-pyrido[4,3-b]indole CN1C[C@@H]2[C@H](NC=3C=CC(=CC23)C)CC1